O=C1C=CC=2C(=CC=NC2N1)N1CCC(CC1)CCNS(=O)(=O)N N-(2-(1-(7-oxo-7,8-dihydro-1,8-naphthyridin-4-yl)piperidin-4-yl)ethyl)sulfamide